4,4-difluoro-1-[[1-(trifluoromethyl)cyclopropyl]methyl]pyrrolidin-3-amine FC1(C(CN(C1)CC1(CC1)C(F)(F)F)N)F